C(C)OC=1C=CC=C2C(=NC=NC12)N1CC(C1)CCNC(OC(C)(C)C)=O tert-butyl 2-(1-(8-ethoxyquinazolin-4-yl)azetidin-3-yl)ethylcarbamate